FC(C)(F)C1=CC=C(C=C1)C1CN(C1)C(=O)N1C[C@@H]2[C@@H](OCC(N2)=O)CC1 (4aR,8aS)-6-(3-(4-(1,1-Difluoroethyl)phenyl)azetidine-1-carbonyl)hexahydro-2H-pyrido[4,3-b][1,4]oxazin-3(4H)-one